BrC=1C=C(C=C(C1)C)N1N=CC(=C1)C(C(=O)OC)C Methyl 2-[1-(3-bromo-5-methylphenyl)pyrazol-4-yl]propanoate